2-(2,6-dioxopiperidin-3-yl)-1-oxo-6-(((5-(4-(trifluoromethoxy)phenyl)-1,3,4-oxadiazol-2-yl)amino)methyl)isoindoline-4-carbonitrile O=C1NC(CCC1N1C(C=2C=C(C=C(C2C1)C#N)CNC=1OC(=NN1)C1=CC=C(C=C1)OC(F)(F)F)=O)=O